C(C)(=O)C1=C2C=CC=NC2=C(C(=C1)C(NC(CCC)=O)C=1C=NC=CC1)O N-((5-acetyl-8-hydroxyquinolin-7-yl)(pyridin-3-yl)methyl)butyramide